BrC=1C(=NC(=NC1)NC1=C(C=C(C(=C1)C=1C=NN(C1)C)N1CCC(CC1)CO)OC)NC=1C(=C2N=CC=NC2=CC1)NS(=O)(=O)C N-(6-((5-bromo-2-((4-(4-(hydroxymethyl)piperidin-1-yl)-2-methoxy-5-(1-methyl-1H-pyrazol-4-yl)phenyl)amino)pyrimidin-4-yl)amino)quinoxalin-5-yl)methanesulfonamide